BrC(C(=O)OCCC)(Br)Br propyl 2,2,2-tribromoacetate